FC=1C=C(C=C(C1)F)[C@@H]1CCC2=NN(C(N21)=O)[C@@H]2C[C@H](C2)OC2=NC=CC=1N2C=CN1 (5S)-5-(3,5-difluorophenyl)-2-{trans-3-[(imidazo[1,2-c]pyrimidin-5-yl)oxy]cyclobutyl}-2,5,6,7-tetrahydro-3H-pyrrolo[2,1-c][1,2,4]triazol-3-one